[1,3,4]thiadiazolo[3,2-a]pyrimidin-5-one S1C=NN2C1=NC=CC2=O